zinc L-pidolate N1[C@@H](CCC1=O)C(=O)[O-].[Zn+2].N1[C@@H](CCC1=O)C(=O)[O-]